C(CCC)OC(CP(=O)CCOCCCC)=O 2-(butoxyethylphosphinyl)-acetic acid butyl ester